2'-(tert-butoxy)-6'-fluoro-5-methyl-N-(2-methylpyrimidin-4-yl)-[4,4'-bipyridin]-2-amine C(C)(C)(C)OC1=NC(=CC(=C1)C1=CC(=NC=C1C)NC1=NC(=NC=C1)C)F